C(C)(=O)NC1CCC(CC1)NC(=O)C1=C(C=2N(N=C1)C=C(C2)C=2C=NC=CC2)NC(C)C N-((1r,4r)-4-acetamidocyclohexyl)-4-(isopropylamino)-6-(pyridin-3-yl)pyrrolo[1,2-b]pyridazine-3-carboxamide